NC1=NC(=C(C=C1C=1C=C2CCNC(C2=CC1)=O)C1=CC=C(C=C1)N1CCN(CC1)CCOC)F 6-(2-amino-6-fluoro-5-(4-(4-(2-methoxyethyl)piperazin-1-yl)phenyl)pyridin-3-yl)-3,4-dihydroisoquinolin-1(2H)-one